cis-5-Octenal C(CCC\C=C/CC)=O